C(#N)C(C(=O)OCCCCNC1=NC(=NC(=N1)NCCCCOC(C(=C(C1=CC=CC=C1)C1=CC=CC=C1)C#N)=O)NCCOC(C1=C(C=CC=C1)C(C1=C(C=C(C=C1)C)O)=O)=O)=C(C1=CC=CC=C1)C1=CC=CC=C1 2-[[4,6-bis[4-(2-cyano-3,3-diphenyl-prop-2-enoyl)oxybutylamino]-1,3,5-triazin-2-yl]amino]ethyl-2-(2-hydroxy-4-methyl-benzoyl)benzoate